N-((2-fluoro-5-methoxybenzyl)oxy)-6-(6-isopropoxypyridin-3-yl)pyrazine-2-carboxamide FC1=C(CONC(=O)C2=NC(=CN=C2)C=2C=NC(=CC2)OC(C)C)C=C(C=C1)OC